1-(3'-fluoro-4'-(trifluoromethoxy)-[1,1'-biphenyl]-4-yl)ethan-1-one FC=1C=C(C=CC1OC(F)(F)F)C1=CC=C(C=C1)C(C)=O